4-{1-((S)-sec-Butyl)-7-[((R)-cyclopropyl-chinolin-3-yl-methyl)-amino]-1H-pyrazolo[4,3-d]pyrimidin-5-yl}-piperazin [C@H](C)(CC)N1N=CC=2N=C(N=C(C21)N[C@@H](C=2C=NC1=CC=CC=C1C2)C2CC2)N2CCNCC2